N-(3-fluoro-2,6-diisopropylphenylcarbamoyl)-4-(2-hydroxypropan-2-yl)benzenesulfonamide FC=1C(=C(C(=CC1)C(C)C)NC(=O)NS(=O)(=O)C1=CC=C(C=C1)C(C)(C)O)C(C)C